C1(=CC=CC=C1)C1=NC(=NO1)C(=O)C1=CC=C(C#N)C=C1 4-(5-phenyl-1,2,4-oxadiazol-3-carbonyl)benzonitrile